FC=1C=C(C=CC1)C(F)(F)F m-fluorobenzotrifluoride